4-(oxetan-3-yloxy)pyridin-3-amine O1CC(C1)OC1=C(C=NC=C1)N